ClC1=C(C=CC=C1)C1(OC(=C(C1=O)OC(C)=O)N)C 2-(2-chlorophenyl)-2-methyl-4-acetoxy-5-amino-3(2H)-furanone